C(C1=CC=CC=C1)OC1=NC(=CC=C1N1C(C2=C3C(C=CC=C13)=C(C=C2)B2OC(C(O2)(C)C)(C)C)=O)OCC2=CC=CC=C2 1-(2,6-bis(benzyloxy)pyridin-3-yl)-5-(4,4,5,5-tetramethyl-1,3,2-dioxaborolan-2-yl)benzo[cd]indol-2(1H)-one